6-(8-(benzo[d]thiazol-2-ylcarbamoyl)naphthalen-2-yl)picolinic acid S1C(=NC2=C1C=CC=C2)NC(=O)C=2C=CC=C1C=CC(=CC21)C2=CC=CC(=N2)C(=O)O